O(C1=C(C(=C(C(=C1[2H])[2H])C(C([2H])([2H])[2H])(C([2H])([2H])[2H])C1=C(C(=C(C(=C1[2H])[2H])O[2H])[2H])[2H])[2H])[2H])[2H] bisphenol A-d16